BrC=1C(=C(C=CC1)C=1OC(=C(N1)C)CN1CCCC1)C 2-(3-bromo-2-methyl-phenyl)-4-methyl-5-(pyrrolidin-1-ylmethyl)oxazole